FC1=C(C=CC(=C1)C1=NC=2C=NC(=NC2N(C1=O)C(C)C)N[C@@H]1CNC[C@H](C1)F)NS(=O)(=O)CCC N-[2-fluoro-4-[2-[[(3S,5S)-5-fluoro-3-piperidyl]amino]-8-iso-propyl-7-oxo-pteridin-6-yl]phenyl]propane-1-sulfonamide